C1(CCCCC1)C1C[C@H](N(C1)C(=O)OC(C)(C)C)C(=O)OC 1-(Tert-butyl) 2-methyl (2S)-4-cyclohexylpyrrolidine-1,2-dicarboxylate